5-(1-methyl-3-(trifluoromethyl)-1H-pyrazol-4-yl)-2-((tetrahydro-2H-pyran-3-yl)methyl)-3,4-dihydroisoquinolin-1(2H)-one CN1N=C(C(=C1)C1=C2CCN(C(C2=CC=C1)=O)CC1COCCC1)C(F)(F)F